C(C)(C)N.C(CCCCCCCCCCC)C1=C(C=CC=C1)S(=O)(=O)O lauryl-benzenesulfonic acid isopropyl-amine salt